2-((benzyloxy)methyl)-4-(4-(3,4,5-trifluorophenyl)-1H-1,2,3-triazol-1-yl)-1-oxa-7-Azaspiro[5.5]undecan-8-one C(C1=CC=CC=C1)OCC1OC2(CC(C1)N1N=NC(=C1)C1=CC(=C(C(=C1)F)F)F)NC(CCC2)=O